(S)-3-(3-((2-methylpyrimidin-5-yl)amino)-4-((R)-2,2,2-trifluoro-1-methoxyethyl)phenyl)pentanoic acid CC1=NC=C(C=N1)NC=1C=C(C=CC1[C@H](C(F)(F)F)OC)[C@H](CC(=O)O)CC